N-[(S)-5-(2-hydroxy-ethyl)-6-oxo-6,7-dihydro-5H-dibenzo[b,d]azepin-7-yl]-2-methoxy-N'-(2,2,3,3,3-pentafluoro-propyl)-malonamide OCCN1C2=C(C3=C([C@@H](C1=O)NC(C(C(=O)NCC(C(F)(F)F)(F)F)OC)=O)C=CC=C3)C=CC=C2